16,16-diethoxy-5,9-hexadecadiene C(C)OC(CCCCCC=CCCC=CCCCC)OCC